3-Benzoyl-7-methoxycoumarin C(C1=CC=CC=C1)(=O)C=1C(OC2=CC(=CC=C2C1)OC)=O